BrC=1C=C2C(=C(C=NC2=CC1)NC(OC(C)(C)C)=O)C tert-Butyl (6-bromo-4-methylquinolin-3-yl)carbamate